C[C@H](C(=O)OC)CC(C)([N+](=O)[O-])C (2S)-methyl 2,4-dimethyl-4-nitro-valerate